(thianthrene-2,7-diyl)dimethanol C1=C(C=CC=2SC3=CC(=CC=C3SC12)CO)CO